3-bromo-4-(methoxymethoxy)thiophene ethyl-(4aS,7aR)-1-methyl-2-oxooctahydro-4aH-cyclopenta[b]pyridine-4a-carboxylate C(C)OC(=O)[C@]12[C@H](N(C(CC1)=O)C)CCC2.BrC2=CSC=C2OCOC